COC=1C=2C(C=C(OC2C=C(C1)O)C1=CC(O)=C(O)C=C1)=O O-methyl-luteolin